C(\C=C/CCC)(C(=O)O)C(=O)O cis-2-hexene-1,1-dicarboxylic acid